P(OCCCCCCCCCC)(OC1=CC=CC=C1)OC1=CC=CC=C1 mono-decyl diphenyl phosphite